O=C1NC(CCC1N1C(C2=CC=C(C=C2C1)CNC(C(C1=NC=C(C=C1)SC(F)(F)F)(F)F)=O)=O)=O N-((2-(2,6-dioxopiperidin-3-yl)-1-oxoisoindolin-5-yl)methyl)-2,2-difluoro-2-(5-(trifluoromethylthio)pyridin-2-yl)acetamide